FC=1C=2N(C=C(C1)C=1C=CN3N=C(N=C(C31)OC)N[C@@H](C)C3COC3)C(=CN2)C(=O)NC (S)-8-fluoro-6-(4-methoxy-2-((1-(oxetan-3-yl)ethyl)amino)pyrrolo[2,1-f][1,2,4]triazin-5-yl)-N-methylimidazo[1,2-a]pyridine-3-carboxamide